2-(2-(bicyclo[3.1.0]hex-2-en-3-yl)-5-ethyl-6-(4-(3-hydroxypicolinyl)piperazin-1-yl)-7-oxo-[1,2,4]triazolo[1,5-a]pyrimidin-4(7H)-yl)-N-(2-chloro-4-(trifluoromethyl)phenyl)acetamide C12C=C(CC2C1)C1=NN2C(N(C(=C(C2=O)N2CCN(CC2)CC2=NC=CC=C2O)CC)CC(=O)NC2=C(C=C(C=C2)C(F)(F)F)Cl)=N1